(R)-2-((1-(2-cyano-3-(6-fluoro-3,4-dihydroisoquinolin-2(1H)-yl)-7-methylquinoxalin-5-yl)ethyl)amino)benzoic acid C(#N)C1=NC2=CC(=CC(=C2N=C1N1CC2=CC=C(C=C2CC1)F)[C@@H](C)NC1=C(C(=O)O)C=CC=C1)C